FC(C(=O)O)(F)F.NCC(CC=1N(C(NN1)=O)C1=NC=C(C=C1C)C=1C=NN(C1)CC)=C(F)F [2-(aminomethyl)-3,3-difluoro-allyl]-4-[5-(1-ethylpyrazol-4-yl)-3-methyl-2-pyridinyl]-1,2,4-triazol-3-one trifluoroacetate salt